O=C1NC(CCC1N1C(C2=CC(=C(C=C2C1=O)F)N(C1C(CCCC1)NC)C)=O)=O 2-(2,6-dioxopiperidin-3-yl)-5-fluoro-6-(methyl(2-(methylamino)cyclohexyl)amino)isoindoline-1,3-dione